trans-7-chloro-2-({4-methyl-2-azabicyclo[3.1.1]hept-3-yl}methoxy)quinoxaline ClC1=CC=C2N=CC(=NC2=C1)OCC1NC2CC(C1C)C2